Tertbutyl (R)-(1-hydroxypropan-2-yl)carbamate OC[C@@H](C)NC(OC(C)(C)C)=O